SCCCC[Si](OCC)(OCC)OCC 4-mercapto-1-butyltriethoxysilane